β-sulfopropionic acid S(=O)(=O)(O)CCC(=O)O